ClC=1C=C(C=CC1Cl)C=1N=C(SC1CC(C)C)N1N=C(C(=C1C(=O)O)C=1C=NN(C1)C)C 1-(4-(3,4-dichlorophenyl)-5-isobutylthiazol-2-yl)-1',3-dimethyl-1H,1'H-[4,4'-bipyrazole]-5-carboxylic acid